C(N)(OC=1C(=C2C(N(C=NC2=CC1)CF)=O)F)=O (5-fluoro-3-(fluoromethyl)-4-oxo-3,4-dihydroquinazolin-6-yl) carbamate